OCC1=C(C=CC=C1)C(C=CC1=CC(=CC=C1)O)=O 1-[2-(hydroxymethyl)phenyl]-3-(3-hydroxyphenyl)prop-2-en-1-one